C(#N)C1=CC2=C(CN([C@H](CO2)C2=CC=CC=C2)C(=O)OC(C)(C)C)C=C1 tert-butyl (S)-8-cyano-3-phenyl-2,3-dihydrobenzo[f][1,4]oxazepine-4(5H)-carboxylate